BrC1=CC=C(CNC(=O)[C@H]2CN(CCC2)C=2C=C(OC(C(=O)N3CCN(CC3)C(=O)OC(C)(C)C)(C)C)C=CC2)C=C1 tert-butyl (R)-4-(2-(3-(3-((4-bromobenzyl)carbamoyl)piperidin-1-yl)phenoxy)-2-methylpropanoyl)piperazine-1-carboxylate